The molecule is a member of the class of MOPS that is morpholine substituted by a 3-sulfonatopropyl group at the nitrogen atom. It is a conjugate acid of a 3-(N-morpholino)propanesulfonate. It is a tautomer of a 3-(N-morpholino)propanesulfonic acid. C1COCC[NH+]1CCCS(=O)(=O)[O-]